Ethyl 3-[(6-fluoro-2-methylpyridin-3-yl)(hydroxy)methyl]-1-methyl-1H-pyrazole-5-carboxylate FC1=CC=C(C(=N1)C)C(C1=NN(C(=C1)C(=O)OCC)C)O